4-(Azetidin-3-yl)-1-(4-chlorophenyl)piperidine N1CC(C1)C1CCN(CC1)C1=CC=C(C=C1)Cl